O1CC12CCCC2 Oxaspiro[2.4]heptan